FCOC=1C=C(C=CC1NCC#CC=1N(C2=CC=CC(=C2C1)NC1CCC(CC1)N(CCOC)CCOC)CC(F)(F)F)S(=O)(=O)N 3-(fluoromethoxy)-4-{[3-(4-{[(1R,4R)-4-[bis(2-methoxyethyl)amino]cyclohexyl]amino}-1-(2,2,2-trifluoroethyl)-1H-indol-2-yl)prop-2-yn-1-yl]amino}benzene-1-sulfonamide